4'-Cyclopropyl-N-(4-(1-isopropyl-4-(trifluoromethyl)-1H-imidazol-2-yl)benzyl)-6'-methoxy-5-(methoxymethyl)-N-methyl-[2,5'-bipyrimidin]-4-amine C1(CC1)C1=NC=NC(=C1C1=NC=C(C(=N1)N(C)CC1=CC=C(C=C1)C=1N(C=C(N1)C(F)(F)F)C(C)C)COC)OC